1-(3-((4-(3,4-dichlorophenyl)piperidin-1-yl)methyl)-4-(trifluoromethyl)phenyl)-N1,N2,N2-trimethylethane-1,2-diamine ClC=1C=C(C=CC1Cl)C1CCN(CC1)CC=1C=C(C=CC1C(F)(F)F)C(CN(C)C)NC